ClC=1N=[N+](C2=C(N1)C=CC(=C2)C)[O-] 3-chloro-7-methylbenzo[e][1,2,4]triazine-1-oxide